N-Methyl-L-Lysine CN[C@@H](CCCCN)C(=O)O